4,4,5,5-tetramethyl-2-(1-methyl-1H-1,2,3-benzotriazol-5-yl)-1,3,2-dioxaborolane CC1(OB(OC1(C)C)C1=CC2=C(N(N=N2)C)C=C1)C